(2S)-4-oxopyrrolidine-2-carbonitrile O=C1C[C@H](NC1)C#N